C(C)(C)(CC)[C@H]1CC[C@H](CC1)NC(C1=CC(=CC(=C1)NC(=O)[C@@H]1CC[C@@H](CC1)C(C)(C)CC)NC(=O)[C@@H]1CC[C@@H](CC1)C(C)(C)CC)=O N-(cis-4-tert-pentylcyclohexyl)-3,5-bis-[cis-4-tert-pentylcyclohexylcarbonylamino]-benzamide